tert-butyl-6-(1,3-benzothiazol-5-yl)-3-methyl-3,4-dihydro-2H-pyridine tert-butyl-6-(((trifluoromethyl)sulfonyl)oxy)-2-azaspiro[3.4]oct-6-ene-2-carboxylate C(C)(C)(C)OC(=O)N1CC2(C1)CC(=CC2)OS(=O)(=O)C(F)(F)F.C(C)(C)(C)C2NC(=CCC2C)C=2C=CC1=C(N=CS1)C2